[Si](C)(C)(C(C)(C)C)OCC(C)N1N=CC(=C1)Cl 1-(1-((tert-butyldimethylsilyl)oxy)propan-2-yl)-4-chloro-1H-pyrazole